(2-amino-3-(3-((6-(imidazo[1,2-a]pyridin-7-ylmethoxy)pyridin-3-yl)methyl)isoxazol-5-yl)pyridin-1-ium-1-yl)methyl hydrogen phosphate P(=O)(OC[N+]1=C(C(=CC=C1)C1=CC(=NO1)CC=1C=NC(=CC1)OCC1=CC=2N(C=C1)C=CN2)N)(O)[O-]